O1CCNC(C2=C1C=CC=C2)=O 3,4-dihydro-1,4-benzoxazepin-5(2H)-one